C(C)(=O)C1=NN(C2=CC=C(C=C12)C=1C=NC(=NC1)C)CC(=O)N1[C@@H]([C@@H]2C[C@@H]2C1)C(=O)NC1=NC(=CC=C1)Br (1R,2S,5S)-3-(2-(3-acetyl-5-(2-methylpyrimidin-5-yl)-1H-indazol-1-yl)acetyl)-N-(6-bromopyridin-2-yl)-3-azabicyclo[3.1.0]hexane-2-carboxamide